NC1=CC=C(C=C1)[AsH](O)=O (4-aminophenyl)arsinic acid